CNC(C(C(F)(F)F)Br)=O N-Methyl-2-bromo-3,3,3-trifluoropropionamide